[Na+].S([O-])(O)=O.[Na+].S([O-])(O)=O sodium bisulphite sodium salt